3-(7-ethyl-3-(2-hydroxyethyl)-1H-indol-2-yl)pent-3-enoic acid C(C)C=1C=CC=C2C(=C(NC12)C(CC(=O)O)=CC)CCO